C1=C(C=CC(=C1O)S(=O)(=O)O)C m-cresol-6-sulfonic acid